S(=O)(=O)([O-])[O-].CN1C=[N+](C=C1)C.CN1C=[N+](C=C1)C 1,3-Dimethylimidazolium sulfat